2-(1-(2-chlorothiazol-5-yl)-1H-pyrazol-3-yl)-N-(5-cyclopropyl-1H-pyrazol-3-yl)acetamide ClC=1SC(=CN1)N1N=C(C=C1)CC(=O)NC1=NNC(=C1)C1CC1